C1=C2N(C=CN1)C=CC=C2 2H-pyrido[1,2-a]pyrazin